C(#N)C1(CC2=C(C=C(C=C2C)C)C)CC(=CC=C1)C#N 1,3-dicyanobenzyl-2,4,6-trimethylbenzene